1-butyl-2,3-dimethylimidazole phosphate P(=O)(O)(O)O.C(CCC)N1C(N(C=C1)C)C